OC=1C(C=C(OC1)CO)=O 5-hydroxy-2-(hydroxymethyl)-4-pyrone